(3R)-3-(3-benzyloxyanilino)piperidine-1-carboxylic acid tert-butyl ester C(C)(C)(C)OC(=O)N1C[C@@H](CCC1)NC1=CC(=CC=C1)OCC1=CC=CC=C1